2,3-dimethoxy-1,1'-biphenyl COC1=C(C=CC=C1OC)C1=CC=CC=C1